3-[3-[6-(3-cyano-5-methyl-pyrazol-1-yl)-5-(1-hydroxyethyl)-2-pyridyl]-6-[(6-methylpyridazin-3-yl)amino]benzimidazol-5-yl]oxypyrrolidine-1-carboxylic acid tert-butyl ester C(C)(C)(C)OC(=O)N1CC(CC1)OC1=CC2=C(N=CN2C2=NC(=C(C=C2)C(C)O)N2N=C(C=C2C)C#N)C=C1NC=1N=NC(=CC1)C